(E)-3-(3-(6-cyclopropyl-2-(trifluoromethyl)pyrimidin-4-yl)-1H-1,2,4-triazol-1-yl)-2-(Pyrimidin-5-yl)acrylamide C1(CC1)C1=CC(=NC(=N1)C(F)(F)F)C1=NN(C=N1)/C=C(/C(=O)N)\C=1C=NC=NC1